BrC=1C=C2C=NNC2=C(C1C)F 5-bromo-7-fluoro-6-methyl-1H-indazole